1-[4-fluoro-5-(2-fluoropyridin-3-yl)-1-(pyridin-3-ylsulfonyl)-1H-pyrrol-3-yl]-N-methylmethanamine FC=1C(=CN(C1C=1C(=NC=CC1)F)S(=O)(=O)C=1C=NC=CC1)CNC